Ethyl 6-((2-(bis(t-butoxycarbonyl) amino)-3-chloropyridin-4-yl) thio)-3-(4-((t-butoxycarbonyl) amino)-4-methylpiperidin-1-yl)-5-methylpyridin-2-carboxylate C(C)(C)(C)OC(=O)N(C1=NC=CC(=C1Cl)SC1=C(C=C(C(=N1)C(=O)OCC)N1CCC(CC1)(C)NC(=O)OC(C)(C)C)C)C(=O)OC(C)(C)C